6-Acetylmorphine-D3 [2H]C([2H])([2H])N1CC[C@]23[C@@H]4[C@H]1CC5=C2C(=C(C=C5)O)O[C@H]3[C@H](C=C4)OC(=O)C